ClC=1C(N(C(=CC1OCC1=NC=C(C=C1F)F)C)C1=CC(=NC=C1C)C1=CC=C2C(=N1)C(C(N2)=O)(C)C)=O 5-(3-chloro-4-((3,5-difluoropyridin-2-yl)methoxy)-5',6-dimethyl-2-oxo-2H-[1,4'-bipyridin]-2'-yl)-3,3-dimethyl-1,3-dihydro-2H-pyrrolo[3,2-b]pyridin-2-one